trimethylolpropane tri-pelargonate C(CCCCCCCC)(=O)O.C(CCCCCCCC)(=O)O.C(CCCCCCCC)(=O)O.C(O)C(CC)(CO)CO